7-amino-3-chloro-2-methyl-5-(methyl-sulfinyl)pyrazolo[1,5-a]pyrimidine-6-carbonitrile NC1=C(C(=NC=2N1N=C(C2Cl)C)S(=O)C)C#N